8-(2,4-dicarbonyl-2H-benzo[e][1,3]-oxazine-3(4H)-yl)octanoic acid ethyl ester C(C)OC(CCCCCCCN1C(OC2=C(C1=C=O)C=CC=C2)=C=O)=O